2-(4-((5-Cyclopropyl-3-(2,6-dichlorophenyl)isoxazol-4-yl)methoxy)bicyclo[2.2.2]octan-1-yl)benzo[d]thiazol C1(CC1)C1=C(C(=NO1)C1=C(C=CC=C1Cl)Cl)COC12CCC(CC1)(CC2)C=2SC1=C(N2)C=CC=C1